3-((6-(3,3-dimethyl-1-((1s,3s)-3-methyl-3-(piperidin-1-yl)cyclobutyl)-2-oxoindolin-6-yl)-3-isopropyl-3H-imidazo[4,5-c]pyridin-4-yl)amino)-N-ethyl-4-fluorobenzamide CC1(C(N(C2=CC(=CC=C12)C1=CC2=C(C(=N1)NC=1C=C(C(=O)NCC)C=CC1F)N(C=N2)C(C)C)C2CC(C2)(N2CCCCC2)C)=O)C